5-methylthiothieno[2,3-d]pyrimidin CSC1=CSC=2N=CN=CC21